C(C)C1=CC=C(C=C1)[C@@H]1OCC[C@@H](O1)CCC(=O)C1=CC=CC=C1 cis-3-(2-(4-ethylphenyl)-1,3-dioxan-4-yl)-1-phenylpropan-1-one